(3R,4R)-3-((tert-butyldimethylsilyl)oxy)-1-(5-cyclopropylpyrimidin-2-yl)piperidin-4-amine [Si](C)(C)(C(C)(C)C)O[C@@H]1CN(CC[C@H]1N)C1=NC=C(C=N1)C1CC1